CCCCCCCCCCCCCCC/C=C/OC(=O)C Heptadecenyl acetate